ClC=1C(=C(C=CC1Cl)NC=1C2=C(N=CN1)C=CC(=N2)N2CC(C2)NC(OC(C)(C)C)=O)F tert-Butyl (1-(4-((3,4-dichloro-2-fluorophenyl)amino)pyrido[3,2-d]pyrimidin-6-yl)azetidin-3-yl)carbamate